pyridine-4-carbonyl chloride hydrochloride Cl.N1=CC=C(C=C1)C(=O)Cl